Cl.C(C)OC1=C(C(=CC(=C1)CN1CC2(C1)CC(C2)N)OCC)C2=CC=C(C=C2)F 2-((2,6-diethoxy-4'-fluoro-[1,1'-biphenyl]-4-yl)methyl)-2-azaspiro[3.3]heptane-6-amine hydrochloride